4-[2-(methacryloyloxy)ethoxycarbonyl]phthalic anhydride C(C(=C)C)(=O)OCCOC(=O)C=1C=C2C(C(=O)OC2=O)=CC1